C(#N)CCC1CCCCCC(O1)=O 8-(2-cyanoethyl)oxocan-2-one